C(C)(C)(C)C=1C=C(C=C(C1O)C)CCC(=O)O 3-[3-(tert-butyl)-4-hydroxy-5-methylphenyl]propanoic acid